C(C1=CC=CC=C1)(=O)ON=C(C(=O)C1=CC=C(C=C1)SC1=CC=CC=C1)CCCCCC N-benzoyloxy-1-(4-phenylthiophenyl)octane-1-one-2-imine